C1(=CC=CC=C1)N(C(=O)N1[C@@H]([C@H]2CC[C@@H](C1)N2C(N(C(C)C2=CSC=C2)C)=O)C(=O)O)C2=CC=CC=C2 (1R,2S,5S)-3-(diphenylcarbamoyl)-8-(methyl-(1-(thiophene-3-yl)ethyl)carbamoyl)-3,8-diazabicyclo[3.2.1]octane-2-carboxylic acid